IC1=C(\C=C/2\OC3=C(C2=O)C(=CC(=C3C3CCN(CC3)C)OC)OC)C=CC=C1 (E)-2-(2-iodobenzylidene)-4,6-dimethoxy-7-(1-methylpiperidin-4-yl)benzofuran-3(2H)-one